amino-N,N-dibenzylbicyclo[2.1.1]hexane-1-carboxamide NC1C2(CC(C1)C2)C(=O)N(CC2=CC=CC=C2)CC2=CC=CC=C2